N-(cyclopropylmethyl)-N-methyl-5-(4,4,5,5-tetramethyl-1,3,2-dioxaborolan-2-yl)pyrimidin-2-amine C1(CC1)CN(C1=NC=C(C=N1)B1OC(C(O1)(C)C)(C)C)C